COC1=CC=C(COC=2C=C(C(=O)NCC(=O)OC)C=CC2OCC2=CC=C(C=C2)OC)C=C1 methyl 2-(3,4-bis((4-methoxybenzyl)oxy)benzamido)acetate